tert-butyl ((1S,3R)-3-(((3-(4-decylphenyl)-1,2,4-oxadiazol-5-yl)methyl)carbamoyl)cyclohexyl)carbamate C(CCCCCCCCC)C1=CC=C(C=C1)C1=NOC(=N1)CNC(=O)[C@H]1C[C@H](CCC1)NC(OC(C)(C)C)=O